2-fluoro-7-methyl-5-(pyrimidin-2-yl)-6-(3-azaspiro[5.5]undec-8-en-9-yl)-7H-pyrrolo[2,3-d]pyrimidin-4-amine FC=1N=C(C2=C(N1)N(C(=C2C2=NC=CC=N2)C2=CCC1(CCNCC1)CC2)C)N